NC1=C(C(=O)NC(C)C)C=C(C=N1)C1=C(C=C(C=C1)NC(CC1=C(C=CC=C1)OC)=O)C 2-amino-N-isopropyl-5-(4-(2-(2-methoxyphenyl)acetamido)-2-methylphenyl)nicotinamide